1-(3-((2-(methylsulfinyl)-5-(trifluoromethyl)pyrimidin-4-yl)amino)propyl)azepan-2-one ethyl-2-(2-((5-chloro-7-(1-methyl-1H-pyrazol-4-yl)benzofuran-3-yl)methoxy)phenyl)acetate C(C)OC(CC1=C(C=CC=C1)OCC1=COC2=C1C=C(C=C2C=2C=NN(C2)C)Cl)=O.CS(=O)C2=NC=C(C(=N2)NCCCN2C(CCCCC2)=O)C(F)(F)F